OC(CC(=O)SCCNC(CCNC([C@@H](C(COP(OP(OC[C@@H]1[C@H]([C@H]([C@@H](O1)N1C=NC=2C(N)=NC=NC12)O)OP(=O)(O)O)(=O)O)(=O)O)(C)C)O)=O)=O)CC 3-hydroxypentanoyl-coenzyme A